2-chloro-N,N-dimethyl-6-(2-methyl-2H-1,2,3-triazol-4-yl)pyridine-4-amine ClC1=NC(=CC(=C1)N(C)C)C1=NN(N=C1)C